C1=C(C=CC2=CC=CC=C12)NC(=S)N (2-naphthyl)-2-thiourea